O[C@]1(C[C@H]2CC[C@H]3[C@@H]4CC[C@H](C[C@]4(CC[C@@H]3[C@H]2CC1)C)C(CN1N=CC(=C1)C#N)=O)C 1-(2-((2R,4aS,4bR,6aR,8R,10aS,10bR,12aR)-8-hydroxy-8,12a-dimethyloctadecahydrochrysen-2-yl)-2-oxoethyl)-1H-pyrazole-4-carbonitrile